1-((3,3-difluorocyclopentyl)methyl)-3-methoxy-N-(2-(methylsulfonyl)pyridin-4-yl)-4-(trifluoromethyl)-1H-pyrazole-5-carboxamide FC1(CC(CC1)CN1N=C(C(=C1C(=O)NC1=CC(=NC=C1)S(=O)(=O)C)C(F)(F)F)OC)F